[N+](=O)([O-])C1=CC=C(C=C1)S(=O)(=O)N1C(CN(CC1)C(C1=CC(=C(C(=C1)OCC1=CC=CC=C1)OCC1=CC=CC=C1)OCC1=CC=CC=C1)=O)C(=O)O ((4-nitrophenyl)sulfonyl)-4-(3,4,5-tris(benzyloxy)benzoyl)piperazine-2-carboxylic acid